The molecule is a sterol 3-beta-D-glucoside that is ergosta-6,9,22-triene-3beta-ol with a peroxy group between positions 5 and 8 and is substituted by a beta-D-glucopyranosyl moiety at position 3 via a glycosidic linkage. Isolated from the fruit bodies of Chlorophyllum molybdites, it exhibits cytotoxicity against Kato III cells. It has a role as an antineoplastic agent and a fungal metabolite. It is a cholestanoid, an organic peroxide, a sterol 3-beta-D-glucoside and a monosaccharide derivative. C[C@H](/C=C/[C@H](C)C(C)C)[C@H]1CC[C@@H]2[C@@]1(CC=C3[C@]24C=C[C@@]5([C@@]3(CC[C@@H](C5)O[C@H]6[C@@H]([C@H]([C@@H]([C@H](O6)CO)O)O)O)C)OO4)C